N=1C=C(N2C1C=CC=C2)C(=O)N2CC1=C(CC2)C(=CS1)C(=O)NC1=CC(=NN1C)CC(C)C 6-(Imidazo[1,2-a]pyridin-3-carbonyl)-N-(3-isobutyl-1-methyl-1H-pyrazol-5-yl)-4,5,6,7-tetrahydrothieno[2,3-c]pyridin-3-carboxamid